5-bromo-2-[2-[[7-(5-methyl-1,2,4-oxadiazol-3-yl)-1-isoquinolinyl]amino]ethyl]isoindoline-1,3-dione BrC=1C=C2C(N(C(C2=CC1)=O)CCNC1=NC=CC2=CC=C(C=C12)C1=NOC(=N1)C)=O